2,2-bis(4,4-bis-(4-hydroxyphenyl)cyclohexyl)propane OC1=CC=C(C=C1)C1(CCC(CC1)C(C)(C)C1CCC(CC1)(C1=CC=C(C=C1)O)C1=CC=C(C=C1)O)C1=CC=C(C=C1)O